FC1(CN(CC[C@@H]1N1C(N(C=2C=NC=3C=CC(=CC3C21)C=2C=NC(=CC2)N(C)C)C)=O)C)F (S)-1-(3,3-difluoro-1-methylpiperidin-4-yl)-8-(6-(dimethylamino)pyridin-3-yl)-3-methyl-1,3-dihydro-2H-imidazo[4,5-c]quinolin-2-one